FC1=C(C=CC=C1)CC[NH3+] 2-fluorophenylethylammonium